C1(CCC2=CC=CC=C12)OC1(C(CC2=CC=CC(=C12)SC(F)(F)F)(F)F)O (2,3-dihydro-1H-inden-1-oxy)-2,2-difluoro-7-(trifluoromethylsulfanyl)-2,3-dihydro-1H-inden-1-ol